3-(2-(2-(3-(5H-pyrido[4,3-b]indol-7-yl)propanamido)ethoxy)ethoxy)-N-((10-(3-((4-(trifluoromethoxy)phenyl)sulfonamido)propyl)-10H-phenoxazin-3-yl)methyl)propenamide C1=NC=CC=2NC=3C=C(C=CC3C21)CCC(=O)NCCOCCOC=CC(=O)NCC=2C=CC=1N(C3=CC=CC=C3OC1C2)CCCNS(=O)(=O)C2=CC=C(C=C2)OC(F)(F)F